CC(CCCCCCCCCCCCCCCCC)C1=NOC(N1)=O 3-(nonadecan-2-yl)-1,2,4-oxadiazol-5(4H)-one